COC1=C(C=CC=C1)C1=NN2C(COC3=C(C2)C=CC(=C3)NC(C)=O)=C1 N-(2-(2-methoxyphenyl)-4H,10H-benzo[f]pyrazolo[5,1-c][1,4]oxazepin-7-yl)acetamide